3-methoxy-4-{[3-(4-{[1-(2-methoxyethyl)piperidin-4-yl]amino}-1-(2,2,2-trifluoroethyl)-1H-indol-2-yl)prop-2-yn-1-yl]amino}-N-methylbenzamide COC=1C=C(C(=O)NC)C=CC1NCC#CC=1N(C2=CC=CC(=C2C1)NC1CCN(CC1)CCOC)CC(F)(F)F